3-[3-(3,4-Difluoro-benzyl)-3H-imidazo[4,5-b]pyridin-2-yl]-N-[(S)-1-(4-morpholin-4-ylmethyl-phenyl)-ethyl]-propionamide FC=1C=C(CN2C(=NC=3C2=NC=CC3)CCC(=O)N[C@@H](C)C3=CC=C(C=C3)CN3CCOCC3)C=CC1F